CC1=C2C=NNC2=CC(=C1)N 4-methyl-1H-indazol-6-amine